O1CC(=CC1)C1=CC(=C(C=C1)C=1N=CC(=NC1)N([C@H]1[C@H]([C@@H]2CC[C@H](C1)N2C(=O)[O-])F)C)OCOC |r| racemic-(1S,2R,3R,5R)-3-([5-[4-(2,5-dihydrofuran-3-yl)-2-(methoxymethoxy) phenyl] pyrazin-2-yl] (methyl) amino)-2-fluoro-8-azabicyclo[3.2.1]octane-8-carboxylate